O1CCC(=CC1)C1=C(C2=CC3=C(N=CS3)C=C2N1C1=CC=C(C=C1)F)C1=CC=C(C(=O)O)C=C1 4-[6-(3,6-dihydro-2H-pyran-4-yl)-5-(4-fluorophenyl)pyrrolo[2,3-f][1,3]benzothiazol-7-yl]benzoic Acid